CC1=C(C(=C(C1([Hf]C=1CC=2C=CC3=C(C2C1CCCCC)C=CC=C3)C)C)C)C Pentamethylcyclopentadienyl-(1-pentyl-benzo[e]indenyl)hafnium